2-{[(2r,7as)-2-fluoro-hexahydro-1H-pyrrolizin-7a-yl]methoxy}-7-[8-ethynyl-7-fluoro-3-(methoxymethoxy)naphthalen-1-yl]-8-fluoroquinazolin-4-ol F[C@@H]1C[C@@]2(CCCN2C1)COC1=NC2=C(C(=CC=C2C(=N1)O)C1=CC(=CC2=CC=C(C(=C12)C#C)F)OCOC)F